ClC=1C(=C(C=CC1)NN1C(=CC=2C(NCCC21)=O)C2=C(C=NC=C2)C#C[C@]2(N(CCC2)C(C=C)=O)C)OC [(3-chloro-2-methoxyphenyl)amino]-2-(3-{2-[(2S)-2-methyl-1-(prop-2-enoyl)pyrrolidin-2-yl]ethynyl}pyridin-4-yl)-1H,5H,6H,7H-pyrrolo[3,2-c]pyridin-4-one